C(C)(C)(C)OC(=O)NC(CCC)C 4-((tert-butoxycarbonyl)amino)pentan